ClC=1C=C(C=NC1OCC1CCNCC1)S(=O)(=O)N 5-Chloro-6-(piperidin-4-ylmethoxy)pyridine-3-sulfonamide